[P].C1=CC=CC2=C1C=NC1=C(O2)C=CC=C1 dibenzo[B,f][1,4]oxazepine phosphorus